FC=1C=C2C(=NC1)NC=C2CCNC2CC2 N-(2-(5-fluoro-1H-pyrrolo[2,3-b]pyridin-3-yl)ethyl)cyclopropanamine